2,3-Dimethoxyphenol COC1=C(C=CC=C1OC)O